C(C=C)(=O)OCCC[Si](O[Si](C)(C)C)(O[Si](C)(C)C)O[Si](C)(C)C (3-acryloxypropyl)tris(trimethylsiloxy)-silane